C(C)(=O)C=1C=CC(=C(COC2=CC=CC(=N2)C2CCN(CC2)CC2=NC3=C(N2C[C@H]2OCC2)C=CC=C3)C1)F (S)-2-((4-(6-((5-acetyl-2-Fluorobenzyl)oxy)pyridin-2-yl)piperidin-1-yl)methyl)-1-(oxetan-2-ylmethyl)-1H-benzo[d]imidazole